BrC1=C(C=CC=C1I)F 2-bromo-1-fluoro-3-iodo-benzene